5-bromo-2-(hydroxymethyl)pyridine 1-oxide BrC=1C=CC(=[N+](C1)[O-])CO